ClC1=C(C=CC=C1)CC(=O)NC=1C=NC(=C(C1)S(N)(=O)=O)C=1C=NN(C1)C 2-(2-chlorophenyl)-N-[6-(1-Methyl-1H-pyrazol-4-yl)-5-sulfamoylpyridin-3-yl]acetamide